2-amino-3-cyano-4,5,6,7-tetrahydrobenzo[b]thiophene-4-carboxylic acid NC1=C(C2=C(S1)CCCC2C(=O)O)C#N